(3R)- or (3S)-hydroxybutyryl-CoA OCCCC(=O)SCCNC(CCNC([C@@H](C(COP(OP(OC[C@@H]1[C@H]([C@H]([C@@H](O1)N1C=NC=2C(N)=NC=NC12)O)OP(=O)(O)O)(=O)O)(=O)O)(C)C)O)=O)=O